OCC1=CC=C2C=CC(OC2=C1)=O 7-hydroxymethyl-coumarin